ClC=1C(=NC=CN1)C1(CC2(C1)CCC1(OCCO1)CC2)C(=O)N 2-(3-Chloropyrazin-2-yl)-8,11-dioxadispiro[3.2.47.24]tridecane-2-carboxamide